4-(4-(9H-carbazole-9-yl)styryl)benzonitrile C1=CC=CC=2C3=CC=CC=C3N(C12)C1=CC=C(C=CC2=CC=C(C#N)C=C2)C=C1